The molecule is a branched amino tetrasaccharide and oligosaccharide phosphate comprising an N-acetyl-D-glucosamine residue, a D-glucose residue and two L-glycero-D-manno-heptose residues (one of which is phosphoethanolamine-substituted on O-6), with linkages as shown. It is an amino tetrasaccharide and an oligosaccharide phosphate. CC(=O)N[C@@H]1[C@H]([C@@H]([C@H](O[C@@H]1O[C@H]2[C@H]([C@@H]([C@H](O[C@@H]2O[C@@H]3[C@@H]([C@H](O[C@@H]([C@H]3O[C@H]4[C@@H]([C@H]([C@@H]([C@H](O4)CO)O)O)O)[C@H](CO)O)O)O)[C@H](CO)OP(=O)(O)OCCN)O)O)CO)O)O